N-(6-((5,5-dimethyl-2,4-dioxo-3-(4-((trifluoromethyl)thio)phenyl)imidazolidin-1-yl)methyl)pyrimidin-4-yl)acetamide CC1(C(N(C(N1CC1=CC(=NC=N1)NC(C)=O)=O)C1=CC=C(C=C1)SC(F)(F)F)=O)C